C(C)(C)OC(=O)CCCCCCCCCCOC=1C2=CC=CC=C2C(=C2C=CC=CC12)OCCCCCCCCCCC(=O)OC(C)C 9,10-bis(isopropoxycarbonyldecyleneoxy)anthracene